Benzyl N-[(1R)-2-[(4-fluoro-7-propoxy-1,3-benzothiazol-2-yl)amino]-1-[[[7-(5-methyl-1,2,4-oxadiazol-3-yl)-1-isoquinolyl]amino]methyl]-2-oxo-ethyl]carbamate FC1=CC=C(C2=C1N=C(S2)NC([C@@H](CNC2=NC=CC1=CC=C(C=C21)C2=NOC(=N2)C)NC(OCC2=CC=CC=C2)=O)=O)OCCC